2-(piperidin-4-ylmethylene)acetonitrile N1CCC(CC1)C=CC#N